Methyl ((((2S,5R)-5-(4-amino-5-fluoro-2-oxopyrimidin-1(2H)-yl)-2,5-dihydrofuran-2-yl)methoxy)(4-bromophenoxy)phosphoryl)-L-alaninate NC1=NC(N(C=C1F)[C@H]1C=C[C@H](O1)COP(=O)(OC1=CC=C(C=C1)Br)N[C@@H](C)C(=O)OC)=O